4-(4-(2,5-Diazabicyclo[2.2.2]octan-2-yl)-8-fluoro-2-(((S)-1-methylpyrrolidin-2-yl)methoxy)pyrido[4,3-d]pyrimidin-7-yl)-5-ethyl-6-fluoronaphthalen-2-ol C12N(CC(NC1)CC2)C=2C1=C(N=C(N2)OC[C@H]2N(CCC2)C)C(=C(N=C1)C1=CC(=CC2=CC=C(C(=C12)CC)F)O)F